BrC=1C=C(C=CC1)C=1NC(=NN1)S 5-(3-bromophenyl)-4H-[1,2,4]-triazole-3-thiol